ClC=1C=C(C=CC1Cl)[C@@H](C)NC(=O)C1NCCCC1 N-((1R)-1-(3,4-dichlorophenyl)ethyl)-2-piperidinecarboxamide